3,4,5,6-tetrabromo-1,2-benzenedicarboxylic acid bis(2-ethylhexyl) ester C(C)C(COC(=O)C=1C(=C(C(=C(C1Br)Br)Br)Br)C(=O)OCC(CCCC)CC)CCCC